CN\C(=C/C(=O)C1=CC=CC=C1)\SC (E)-3-(methylamino)-3-(methylthio)-1-phenylprop-2-en-1-one